(E)-1-(2,4-dimethoxy-5-methylphenyl)-3-(4-methoxyphenyl)prop-2-en-1-one COC1=C(C=C(C(=C1)OC)C)C(\C=C\C1=CC=C(C=C1)OC)=O